1-{4-[1-dicyclohexylmethyl-7-((R)-1-quinolin-3-yl-ethylamino)-1H-pyrazolo[4,3-d]pyrimidin-5-yl]-piperazin-1-yl}-ethanone C1(CCCCC1)C(N1N=CC=2N=C(N=C(C21)N[C@H](C)C=2C=NC1=CC=CC=C1C2)N2CCN(CC2)C(C)=O)C2CCCCC2